1,3-dimorpholinyl-2-propanol N1(CCOCC1)CC(CN1CCOCC1)O